COC1=CC=C(\C=C/2\C(N(C(C2)=O)C(CCCCCC[NH-])O)=O)C=C1 (E)-7-(3-(4-methoxybenzylidene)-2,5-diketopyrrolidinyl)-N-hydroxyheptylamide